triacontyl-cerotic acid C(CCCCCCCCCCCCCCCCCCCCCCCCCCCCC)C(C(=O)O)CCCCCCCCCCCCCCCCCCCCCCCC